COC1=NC(=C(N=C1F)OC)F 2,5-dimethoxy-3,6-difluoropyrazine